Chloromethyltrimethylsilyl ethyl ether C(C)O[Si](CCCl)(C)C